3-(4-Methylphenyl)-5-[4-(methylsulfonyl)phenyl]-1,2,4-oxadiazole CC1=CC=C(C=C1)C1=NOC(=N1)C1=CC=C(C=C1)S(=O)(=O)C